C(C)(C)(C)OC(NC12CC(C1)(C2)C(=O)N2CCN(CC2)C2=NC=C(C=N2)C(F)(F)F)=O (3-(4-(5-(trifluoromethyl)pyrimidin-2-yl)piperazine-1-carbonyl)bicyclo[1.1.1]pentan-1-yl)carbamic acid tert-butyl ester